(R)-7-((S)-4-acryloyl-2-methylpiperazin-1-yl)-9-chloro-3-(methoxymethyl)-10-(2,4,6-trifluorophenyl)-2,3-dihydro-5H-[1,4]thiazino[2,3,4-ij]quinazolin-5-one C(C=C)(=O)N1C[C@@H](N(CC1)C1=NC(N2C3=C(C(=C(C=C13)Cl)C1=C(C=C(C=C1F)F)F)SC[C@H]2COC)=O)C